diselenium aniline NC1=CC=CC=C1.[Se].[Se]